5-(3,4-dimethoxyphenyl)-1,1-dioxo-2H-1λ6,2,6-thiadiazin-3-carboxylic acid COC=1C=C(C=CC1OC)C=1C=C(NS(N1)(=O)=O)C(=O)O